2-(2-hydroxy-4-[1-octyloxypropoxy]phenyl)-4,6-bis(4-phenylphenyl)-1,3,5-triazine OC1=C(C=CC(=C1)OC(CC)OCCCCCCCC)C1=NC(=NC(=N1)C1=CC=C(C=C1)C1=CC=CC=C1)C1=CC=C(C=C1)C1=CC=CC=C1